5,5'-(1,4-phenylene)bis[2-(4-vinylbenzyl)-2H-tetrazole] C1(=CC=C(C=C1)C=1N=NN(N1)CC1=CC=C(C=C1)C=C)C=1N=NN(N1)CC1=CC=C(C=C1)C=C